4-((2,3-dimethoxybenzyl)amino)-2-((1-methyl-1H-pyrazol-4-yl)amino)pyrimidin-5-carboxamide COC1=C(CNC2=NC(=NC=C2C(=O)N)NC=2C=NN(C2)C)C=CC=C1OC